ethyl 1-(4-acetoxy-1-(6-chloro-5-hydroxy-2-iodopyridin-3-yl)-3,3-dimethylbut-2-yl)-4-oxo-1,4-dihydropyridine-3-carboxylate C(C)(=O)OCC(C(CC=1C(=NC(=C(C1)O)Cl)I)N1C=C(C(C=C1)=O)C(=O)OCC)(C)C